O=C1NC(CCC1N1C(C2=CC=CC(=C2C1=O)NCC1=CC(=C(CN2CCN(CC2)C2=CC=CC(=N2)C(=O)N)C=C1)C)=O)=O 6-(4-(4-((2-(2,6-dioxopiperidin-3-yl)-1,3-dioxoisoindolin-4-ylamino)methyl)-2-methylbenzyl)piperazin-1-yl)picolinamide